(1R,3S)-3-(3-((1,1-dioxido-2,3-dihydrobenzo[d]isothiazol-5-yl)amino)-1H-pyrazol-5-yl)cyclopentyl isopropylcarbamate C(C)(C)NC(O[C@H]1C[C@H](CC1)C1=CC(=NN1)NC=1C=CC2=C(CNS2(=O)=O)C1)=O